CC1(N(C(N(C1=O)C=1C=C(C(=NC1)C#N)OC)=S)CC1C(OCC1)=O)C 5-[4,4-dimethyl-5-oxo-3-[(2-oxotetrahydrofuran-3-yl)methyl]-2-thioxo-imidazolidin-1-yl]-3-methoxy-pyridine-2-carbonitrile